ClC=1C(=C2C=NNC2=C(C1F)NC1=CC=NN1C)C=1N=CC=2N(C1)C=C(N2)NC(=O)C2C(C2)F N-(6-(5-chloro-6-fluoro-7-((1-methyl-1H-pyrazol-5-yl)amino)-1H-indazol-4-yl)imidazo[1,2-a]pyrazin-2-yl)-2-fluorocyclopropane-1-carboxamide